4-(2,6-dichloropyridin-3-yl)-2-methylbutan-3-yn-2-amine ClC1=NC(=CC=C1C#CC(C)(N)C)Cl